C1(CCC(C2C(CCC(C12)C(=O)O)C(=O)O)C(=O)O)C(=O)O decalin-1,4,5,8-tetracarboxylic acid